3-(2-methoxypyrimidin-5-yl)-N-((3R,4S)-1-methyl-4-(2-(trifluoromethyl)phenyl)pyrrolidin-3-yl)-1H-pyrazolo[3,4-b]pyridine-5-amide COC1=NC=C(C=N1)C1=NNC2=NC=C(C=C21)C(=O)N[C@H]2CN(C[C@@H]2C2=C(C=CC=C2)C(F)(F)F)C